2-((((9H-Fluoren-9-yl)methoxy)carbonyl)(methyl)amino)-4-(4-isopropylphenyl)butanoic acid C1=CC=CC=2C3=CC=CC=C3C(C12)COC(=O)N(C(C(=O)O)CCC1=CC=C(C=C1)C(C)C)C